BrC1=C(C(=CC=2OCCOC21)NC2=NC(=CC(=N2)NC)C)Cl N2-(5-bromo-6-chloro-2,3-dihydro-1,4-benzodioxin-7-yl)-N4,6-dimethyl-pyrimidine-2,4-diamine